C1(CCCC1)[C@H]1CN(C[C@@H]1OC=1C=C2CN(C(C2=CC1)=O)[C@@H]1C(NC(CC1)=O)=O)C(=O)OCC1=CC=CC=C1 |o1:5,9| Benzyl (3S*,4R*)-3-cyclopentyl-4-((2-((S)-2,6-dioxopiperidin-3-yl)-1-oxoisoindolin-5-yl)oxy)pyrrolidine-1-carboxylate